NC1(CCN(CC1)C(=O)C=1OC(=CC1)SC1=C(C(=NC=C1)Cl)Cl)C (4-amino-4-methylpiperidin-1-yl)(5-((2,3-dichloropyridin-4-yl)thio)furan-2-yl)methanone